C1(CC1)COC1CN(C1)C(=O)C1CCCC=2C(=CN=CC12)C=1C=C2CCC(N(C2=CC1)C)=O 6-(8-(3-(cyclopropylmethoxy)azetidine-1-carbonyl)-5,6,7,8-tetrahydroisoquinolin-4-yl)-1-methyl-3,4-dihydroquinolin-2(1H)-one